1-(6-(2-methyl-2H-pyrazolo[3,4-b]pyridin-5-yl)thieno[2,3-b]pyridin-2-yl)ethanol CN1N=C2N=CC(=CC2=C1)C1=CC=C2C(=N1)SC(=C2)C(C)O